(Z)-5-(4-(5-(4-ethylbenzylidene)-2,4-dioxothiazolidin-3-yl)butanamido)picolinic acid C(C)C1=CC=C(\C=C/2\C(N(C(S2)=O)CCCC(=O)NC=2C=CC(=NC2)C(=O)O)=O)C=C1